FC1=C(C(=C(C(=C1F)F)F)F)S(=O)(=O)O perfluorobenzenesulfonic acid